(E)-3-hydroxy-6-((4-phenylpiperazin-1-yl)methyl)pyridineformaldoxime OC=1C(=NC(=CC1)CN1CCN(CC1)C1=CC=CC=C1)\C=N\O